O1CCN(CC1)CC1=CC=C(C=C1)C#CC1=CC=C(C=C1)C1=CC(=NO1)CN1C=NC=C1 1-((5-(4-((4-(morpholinomethyl)phenyl)ethynyl)phenyl)isoxazol-3-yl)methyl)-1H-imidazole